C(C(=O)[C@H]([C@@H]([C@H](C(=O)O)O)O)O)O The molecule is a ketoaldonic acid and a hexonic acid. It has a role as an Escherichia coli metabolite. It derives from a D-gluconic acid. It is a conjugate acid of a 5-dehydro-D-gluconate. It is an enantiomer of a 5-dehydro-L-gluconic acid.